C(#N)C1CC(C1)(OC(CC(C(=O)O)=C)=O)C1=CC=C(C=C1)C(F)(F)F 4-((cis)-3-cyano-1-(4-(trifluoromethyl)phenyl)cyclobutoxy)-2-methylene-4-oxobutanoic acid